4-(2-(azetidin-1-yl)-1-benzyl-1H-imidazo[4,5-b]pyridin-6-yl)-3,5-dimethylisoxazole N1(CCC1)C=1N(C=2C(=NC=C(C2)C=2C(=NOC2C)C)N1)CC1=CC=CC=C1